2-cyclopropyl-5-(5-methylfuran-2-yl)-[1,2,4]triazolo[1,5-c]pyrimidin C1(CC1)C1=NN2C(=NC=CC2=N1)C=1OC(=CC1)C